C(C1=CC=CC=C1)OCC1=C(C(=CC=C1)C)C1=NC(=NC(=C1)Cl)NS(=O)(=O)C=1C=C(C(=O)O)C=CC1 3-[[4-[2-(benzyloxymethyl)-6-methyl-phenyl]-6-chloro-pyrimidin-2-yl]sulfamoyl]benzoic acid